3-Fluoro-N-[([1,2,3]triazolo[1,5-a]pyridin-3-yl)methyl]-4-(trifluoromethoxy)benzamid FC=1C=C(C(=O)NCC=2N=NN3C2C=CC=C3)C=CC1OC(F)(F)F